CN(C)\C=N\N=C\N(C)C (E)-N'-((E)-(dimethylamino)methylene)-N,N-dimethylformohydrazonamide